2-chloro-6-propyl-N-[1-[3-(triazol-2-yl)pyrazin-2-yl]ethyl]pyridine-4-carboxamide ClC1=NC(=CC(=C1)C(=O)NC(C)C1=NC=CN=C1N1N=CC=N1)CCC